NC=1C=2C(N=C[N+]1[O-])=NNC2 4-amino-2H-pyrazolo[3,4-d]pyrimidine-5-oxide